2-chloro-N-[[3,5-difluoro-4-[1-methyl-4-(trifluoromethyl)imidazol-2-yl]phenyl]methyl]-5-nitro-pyrimidin-4-amine ClC1=NC=C(C(=N1)NCC1=CC(=C(C(=C1)F)C=1N(C=C(N1)C(F)(F)F)C)F)[N+](=O)[O-]